O[C@H]1[C@@H](CCCC1)N1C(C2=CC(=C(C(=C2C1)C)C)CC1=CC=C(C=C1)C1=NN(C=C1)C)=O (trans-2-hydroxycyclohexyl)-4,5-dimethyl-6-(4-(1-methyl-1H-pyrazol-3-yl)benzyl)isoindolin-1-one